6-Chloro-N-[5-fluoro-6-(2-fluoroethoxy)-2-methoxypyridin-3-yl]-1H-indole-3-sulfonamide ClC1=CC=C2C(=CNC2=C1)S(=O)(=O)NC=1C(=NC(=C(C1)F)OCCF)OC